FC(OC=1C=C(C=CC1)C1=C(N=CC=N1)OC)F 6-[3-(Difluoromethoxy)phenyl]-5-methoxypyrazin